FC(C(=O)O)(F)F.C(C)N1C=NC(=C1CSC=1NC(C2=C(N1)COC2)=O)C2(CC2)C(F)(F)F 2-[({3-ethyl-5-[1-(trifluoromethyl)cyclopropyl]imidazol-4-yl}methyl)sulfanyl]-3H,5H,7H-furo[3,4-d]pyrimidin-4-one trifluoroacetate salt